(S)-1-(4-(2-(3,4-dimethoxyphenyl)-3-isopropyl-1H-indol-5-yl)piperidin-1-yl)-2-(3-(pyrrolidine-1-carbonyl)piperidin-1-yl)ethan-1-one COC=1C=C(C=CC1OC)C=1NC2=CC=C(C=C2C1C(C)C)C1CCN(CC1)C(CN1C[C@H](CCC1)C(=O)N1CCCC1)=O